oxazepine dihydrochloride Cl.Cl.O1N=CC=CC=C1